N-(4-(cyclopropylmethyl)-3-fluorophenyl)-2,3,4,5,6-pentafluorobenzenesulfonamide C1(CC1)CC1=C(C=C(C=C1)NS(=O)(=O)C1=C(C(=C(C(=C1F)F)F)F)F)F